N-((1s,4s)-4-((2-(2,6-dioxopiperidin-3-yl)-1,3-dioxoisoindolin-5-yl)oxy)cyclohexyl)-5-(4-((7-ethyl-6-oxo-5,6-dihydro-1,5-naphthyridin-3-yl)methyl)piperazin-1-yl)picolinamide O=C1NC(CCC1N1C(C2=CC=C(C=C2C1=O)OC1CCC(CC1)NC(C1=NC=C(C=C1)N1CCN(CC1)CC=1C=NC=2C=C(C(NC2C1)=O)CC)=O)=O)=O